6-Ethylpyrazolo[1,5-a]pyrimidine-3-carboxylic acid C(C)C=1C=NC=2N(C1)N=CC2C(=O)O